ClC1=C(C=C(C(=C1)Cl)OC)NC1=C(C=NC2=CC(=C(C=C12)OC)OCCCN1CCN(CC1)C(CCCCCOC1=C2CN(C(C2=CC=C1)=O)C1C(NC(CC1)=O)=O)=O)C#N 4-((2,4-dichloro-5-methoxyphenyl)amino)-7-(3-(4-(6-((2-(2,6-dioxopiperidin-3-yl)-1-oxoisoindolin-4-yl)oxy)hexanoyl)piperazin-1-yl)propoxy)-6-methoxyquinoline-3-carbonitrile